N-(tert-butyl)-1-(4-methoxyphenyl)-3-(trifluoromethyl)-1H-1,2,4-triazole-5-amine C(C)(C)(C)NC1=NC(=NN1C1=CC=C(C=C1)OC)C(F)(F)F